2-oxo-2H-benzopyran O=C1OC2=C(C=C1)C=CC=C2